C(CC#C)N1CCN(CC1)C(=O)OC(C)(C)C tert-butyl 4-but-3-ynylpiperazine-1-carboxylate